((trans)-1-cyano-4-methylpyrrolidin-3-yl)-2-fluoro-4-((R)-3-methoxypyrrolidin-1-yl)benzamide 2,2-dimethyloctanoate CC(C(=O)O)(CCCCCC)C.C(#N)N1C[C@H]([C@@H](C1)C)C=1C(=C(C(=O)N)C=CC1N1C[C@@H](CC1)OC)F